C(C)N1C(NC2=CC(=CC=C2C1=O)CNC1CC(C1)NC=1C=CC(=NC1)C(=O)NC)=O 5-(((1r,3r)-3-(((3-ethyl-2,4-dioxo-1,2,3,4-tetrahydroquinazolin-7-yl)methyl)amino)cyclobutyl)amino)-N-methylpicolinamide